FC(C1=CC=C(OC(=O)C=2C=C(C=CC2)S(=O)(=O)NC(=O)C=2C=C(C(=O)O)C=CN2)C=C1)(F)F 2-(((3-((4-trifluoromethylphenoxy)carbonyl)phenyl)sulfonyl)carbamoyl)isonicotinic acid